(2R,3S)-1-((3-chloro-2-methylphenyl)sulfonyl)-2-(4-(cyclopentylamino)phenyl)-N-(4-methyl-3-(trifluoromethyl)phenyl)piperidine-3-carboxamide ClC=1C(=C(C=CC1)S(=O)(=O)N1[C@H]([C@H](CCC1)C(=O)NC1=CC(=C(C=C1)C)C(F)(F)F)C1=CC=C(C=C1)NC1CCCC1)C